6-(3-((1-(2,4-difluorophenyl)cyclobutyl)glycyl)-3,8-diazabicyclo[3.2.1]octan-8-yl)nicotinonitrile FC1=C(C=CC(=C1)F)C1(CCC1)NCC(=O)N1CC2CCC(C1)N2C2=NC=C(C#N)C=C2